benzyl 4-[3-[(1R,5S)-3-[3-[bis(tert-butoxycarbonyl)amino]-6-chloro-pyridazin-4-yl]-3,8-diazabicyclo[3.2.1]octan-8-yl]phenoxy]piperidine-1-carboxylate C(C)(C)(C)OC(=O)N(C=1N=NC(=CC1N1C[C@H]2CC[C@@H](C1)N2C=2C=C(OC1CCN(CC1)C(=O)OCC1=CC=CC=C1)C=CC2)Cl)C(=O)OC(C)(C)C